C(=C\C1=CC=CC=C1)/C1=NN(C2=NC=CC=C21)C2CN(C2)C(C=C)=O (E)-1-(3-(3-styryl-1H-pyrazolo[3,4-b]pyridin-1-yl)azetidin-1-yl)prop-2-en-1-one